Ethyl (R)-1-(2-((6-(3-(2-ethoxyphenoxy)piperidin-1-yl)pyrazin-2-yl)amino)pyrimidin-4-yl)piperidine-4-carboxylate C(C)OC1=C(O[C@H]2CN(CCC2)C2=CN=CC(=N2)NC2=NC=CC(=N2)N2CCC(CC2)C(=O)OCC)C=CC=C1